5-((5-(4-((2-(2,4-dihydroxy-5-isopropylbenzoyl)isoindolin-5-yl)methyl)piperazin-1-yl)pentyl)carbamoyl)-2-(6-(dimethylamino)-3-(dimethyliminio)-3H-xanthen-9-yl)benzoate OC1=C(C(=O)N2CC3=CC=C(C=C3C2)CN2CCN(CC2)CCCCCNC(=O)C=2C=CC(=C(C(=O)[O-])C2)C=2C3=CC=C(C=C3OC3=CC(C=CC23)=[N+](C)C)N(C)C)C=C(C(=C1)O)C(C)C